C(O)(O)=O.OCC(C(C(CO)O)O)O 1,2,3,4,5-pentahydroxypentane carbonate